1-((2S,3R,4R)-2-cyclopropyl-6-(1-(2-hydroxyethyl)-1H-pyrazol-4-yl)-3-methyl-4-((4-methylpyrimidin-2-yl)amino)-3,4-dihydroquinolin-1(2H)-yl)ethanone C1(CC1)[C@@H]1N(C2=CC=C(C=C2[C@@H]([C@H]1C)NC1=NC=CC(=N1)C)C=1C=NN(C1)CCO)C(C)=O